3-bromo-5-iodo-pyridine-2-carboxylate BrC=1C(=NC=C(C1)I)C(=O)[O-]